C(C)(C)(C)OC(=O)N1[C@@H](CN([C@H](C1)C)C=1C=2N(N(C(C1)=O)C)C=C(N2)CS(=O)C)C (2R,5S)-2,5-dimethyl-4-(5-methyl-2-((methylsulfinyl)methyl)-6-oxo-5,6-dihydroimidazo[1,2-b]pyridazin-8-yl)piperazine-1-carboxylic acid tert-butyl ester